OC=1C=C(C=CC1)C(CC(=O)[O-])O 3-(3-hydroxyphenyl)-3-hydroxypropionate